COC(=O)C1CC2(C1)CC(C2)NC(=O)C=2C=CC(=C1C=NN(C21)[C@@H](C)C2=NC=C(C=N2)C2CC2)C#CC (S)-6-(1-(1-(5-cyclopropylpyrimidin-2-yl)ethyl)-4-(propane-1-yn-1-yl)-1H-indazole-7-carboxamido)spiro[3.3]Heptane-2-carboxylic acid methyl ester